3-((((1-ethylpiperidin-3-yl)methoxy)carbonyl)oxy)pentane C(C)N1CC(CCC1)COC(=O)OC(CC)CC